FC1=C(OCC2N(C3CC(C2)C3)C(=O)C=3N=C(SC3C3=CC=CC=C3)C)C=CC=C1 3-(2-fluorophenoxymethyl)-2-(2-methyl-5-phenyl-1,3-thiazole-4-carbonyl)-2-azabicyclo[3.1.1]heptane